C(CCCCCCCCCCCCC(CCCCCCCCCCCCCCCC)O)O triacontan-1,14-diol